tetrahydroisoquinoline hydroiodide salt I.C1NCCC2=CC=CC=C12